tert-butyl (R)-3-((6-(3-(tert-butoxy)-2-((tert-butyldimethylsilyl)oxy)-3-oxopropoxy)quinolin-2-yl)amino)azetidine-1-carboxylate C(C)(C)(C)OC([C@@H](COC=1C=C2C=CC(=NC2=CC1)NC1CN(C1)C(=O)OC(C)(C)C)O[Si](C)(C)C(C)(C)C)=O